ClC1=C2C(N(C(NC2=C(C=C1)S(=O)(=O)C1=CC=C2C=CN(C2=C1)CCCO)=O)O)=O 5-chloro-3-hydroxy-8-((1-(3-hydroxypropyl)-1H-indol-6-yl)sulfonyl)quinazoline-2,4(1H,3H)-dione